OC=1C=C(C=CC1)C=1C=C2N(CCN=C2C2=CC(=C(C(=C2)OC)OC)OC)C1 7-(3-Hydroxyphenyl)-1-(3,4,5-trimethoxyphenyl)-3,4-dihydropyrrolo[1,2-a]pyrazine